3,5-difluorosalicylic acid FC1=C(C(C(=O)O)=CC(=C1)F)O